2-cyclopropyl-2-fluoro-3-hydroxypropanenitrile C1(CC1)C(C#N)(CO)F